C(C)(C)(C)C1=NS(C2=C1C=CC=C2)(=O)=O (tert-butyl)benzo[d]isothiazole 1,1-dioxide